N1(CCCC12CCNCC2)CC2=C(C=C(C=C2)C(F)(F)F)C#CC(C(=O)O)(C)C 4-(2-((1,8-diazaspiro[4.5]dec-1-yl)methyl)-5-(trifluoromethyl)phenyl)-2,2-dimethylbut-3-ynoic acid